C(C)(C)(C)OC(=O)N[C@H](C(=O)OC(C)(C)C)CC1=NC=C(C=C1)C#N tert-butyl (S)-2-((tert-butoxycarbonyl)amino)-3-(5-cyanopyridin-2-yl)propanoate